6-(cyclopropanecarboxamido)-N-(methyl-d3)-4-((5-methyl-2-(methyl-d3)-4,5-dihydro-2H-[1,2,3]triazolo[4,5-c][1,7]naphthyridin-6-yl)amino)pyridazine-3-carboxamide C1(CC1)C(=O)NC1=CC(=C(N=N1)C(=O)NC([2H])([2H])[2H])NC1=NC=CC=2C=3C(CN(C12)C)=NN(N3)C([2H])([2H])[2H]